(R)-(4-(4-((3-(2,3-difluoro-4-methoxyphenyl)imidazo[1,2-a]pyrazin-8-yl)amino)-2-methylbenzoyl)piperazin-1-yl)(pyrrolidin-3-yl)methanone hydrochloride Cl.FC1=C(C=CC(=C1F)OC)C1=CN=C2N1C=CN=C2NC2=CC(=C(C(=O)N1CCN(CC1)C(=O)[C@H]1CNCC1)C=C2)C